CC1=C(OC(C(=O)O)(C)C)C(=CC(=C1)\C=C\C(=O)C1=CC=C(C=C1)SC)C 2-[2,6-dimethyl-4-[3-[4-(methylthio)phenyl]-3-oxo-1(E)-propenyl]phenoxyl]-2-methylpropanoic acid